(P)-1-(5-chloro-4-cyclobutyl-2-methoxyphenyl)-2-oxo-N-(pyrimidin-2-yl)-1,2-dihydroquinoline-6-sulfonamide ClC=1C(=CC(=C(C1)N1C(C=CC2=CC(=CC=C12)S(=O)(=O)NC1=NC=CC=N1)=O)OC)C1CCC1